FC(COC=1C=C(C=CC1N1C[C@@H]2COCCN2CC1)C1=NN(C2=CN=C(C=C21)C2=C(C=CC=C2F)O)COCC[Si](C)(C)C)(CO)F (R)-2-(3-(3-(2,2-difluoro-3-hydroxypropoxy)-4-(hexahydropyrazino[2,1-c][1,4]oxazin-8(1H)-yl)phenyl)-1-((2-(trimethylsilyl)ethoxy)methyl)-1H-pyrazolo[3,4-c]pyridin-5-yl)-3-fluorophenol